monoisoundecyl oxalate C(C(=O)[O-])(=O)OCCCCCCCCC(C)C